CC1=CC[C@@H]2[C@@]([C@H]1CC/C=C(\\C)/CC/C=C(\\C)/CC[C@H](C(C)(C)O)O)(CCC(=O)C2(C)C)C The molecule is a triterpenoid of the class of onoceranoid-type terpenoids isolated from the twigs of Lansium domesticum. It has a role as a metabolite, an antibacterial agent and a plant metabolite. It is a cyclic terpene ketone, a triterpenoid, a diol and a member of hexahydronaphthalenes.